CC(CCC(C(=O)O)CCC(=O)O)CCCC(C)C.C(CCCC(=O)O)(=O)OCCCCCCCC(C)C Isodecyl Glutarate (3,7-dimethyloctan-1-yl glutarate)